C(C)C(C(=O)OCC(CCCC)CC)CCCC 2-ethylhexyl 2-ethylhexanoate